3-chloro-5-(3,4-dihydro-2H-benzo[b][1,4]dioxepin-7-yl)-6-fluoropyridin-2-amine ClC=1C(=NC(=C(C1)C1=CC2=C(OCCCO2)C=C1)F)N